3-(Dodecyloxy)-5-(pentadecyloxy)benzyl 4-(4-methylpiperazin-1-yl)butanoate CN1CCN(CC1)CCCC(=O)OCC1=CC(=CC(=C1)OCCCCCCCCCCCCCCC)OCCCCCCCCCCCC